(E)-1-(3-hydroxyphenyl)-3-(2,3,5-trimethoxyphenyl)prop-2-en-1-one OC=1C=C(C=CC1)C(\C=C\C1=C(C(=CC(=C1)OC)OC)OC)=O